CN(C(\C=C\C1=CC2=C(NC([C@H](CN2)N2CC3(COC3)C2)=O)N=C1)=O)CC1=C(OC2=C1C=CC=C2)C (S,E)-N-methyl-N-((2-methylbenzofuran-3-yl)methyl)-3-(4-oxo-3-(2-oxa-6-azaspiro[3.3]heptan-6-yl)-2,3,4,5-tetrahydro-1H-pyrido[2,3-b][1,4]diazepin-8-yl)acrylamide